FC(C1=NC(=NO1)C1=CC=C(C=C1)CNC)(F)F N-[[4-[5-(Trifluoromethyl)-1,2,4-Oxadiazol-3-Yl]Phenyl]Methyl]Methanamine